methyl 4-formyl-1H-pyrazole-3-carboxylate C(=O)C=1C(=NNC1)C(=O)OC